ClC1=CC2=C(N(C(=N2)OCC)CCNC(C)=O)C=C1OC N-[2-(5-chloro-2-ethoxy-6-methoxybenzoimidazol-1-yl)ethyl]acetamide